NC(C[C@@H](CC1=NC(=NO1)C1=CC=C(C=C1)OC1=CC=C(C=C1)Cl)NC(OC(C)(C)C)=O)=O (R)-tert-butyl (4-amino-1-(3-(4-(4-chlorophenoxy)phenyl)-1,2,4-oxadiazol-5-yl)-4-oxobutan-2-yl)carbamate